O1CC(C(C(C1)CC(=O)O)CC(=O)O)CC(=O)O.C(C)(C)(C)[Si](C1=CC=CC=C1)(C1=CC=CC=C1)OCCC1C=CCC1 tert-butyl-(2-(cyclopent-2-en-1-yl)ethoxy)diphenylsilane tetrahydro-2H-pyran-3,4,5-triyl-triacetate